C(/C1=CC=CC=C1)=C\C(=O)C=CC1=CC=CC=C1.C(C1=CC=CC=C1)=CC(=O)C=CC1=CC=CC=C1.[Pd] palladium (1e,4e)-bis(dibenzylideneacetone)